vinylsulfonate (trimethylsilyl ethenesulfonate) C[Si](C)(C)C(=C)S(=O)(=O)O.C(=C)S(=O)(=O)O